6-(4-{1-[(tert-butyldimethylsilyl)oxy]ethenyl}pyrazol-1-yl)-N-(1-methylindazol-7-yl)pyridine-3-sulfonamide [Si](C)(C)(C(C)(C)C)OC(=C)C=1C=NN(C1)C1=CC=C(C=N1)S(=O)(=O)NC=1C=CC=C2C=NN(C12)C